4-hexyloxy-N,N-dipentylbutanamide C(CCCCC)OCCCC(=O)N(CCCCC)CCCCC